1-(Thien-3-yl)cyclopropanecarbaldehyde S1C=C(C=C1)C1(CC1)C=O